C(C)N(C(=O)OC)C(C1=CC=C(C=C1)Cl)OC(C1=CC=CC=C1)=O ((ethyl(methoxycarbonyl)amino)(4-chlorophenyl)methyl)benzoate